2-(3-(((4-(2-((6-(6-oxo-1,6-dihydropyridazin-4-yl)-1H-indazol-4-yl)amino)ethoxy)butyl)amino)methyl)-5-(trifluoromethoxy)phenyl)acetonitrile O=C1C=C(C=NN1)C1=CC(=C2C=NNC2=C1)NCCOCCCCNCC=1C=C(C=C(C1)OC(F)(F)F)CC#N